2-bromo-5-(1,1-difluoroallyloxy)pyrimidine BrC1=NC=C(C=N1)OC(C=C)(F)F